2-(2-Methoxyethyl)-N-{(1S)-1-(4-methylcyclohexyl)-2-oxo-2-[(2-oxospiro[1H-pyrrolo[3,2-c]-pyridine-3,4'-oxane]-6-yl)-amino]ethyl}pyrazole-3-carboxamide COCCN1N=CC=C1C(=O)N[C@H](C(NC1=CC2=C(C=N1)C1(CCOCC1)C(N2)=O)=O)C2CCC(CC2)C